FC=1C=C(C=C(C1)F)[C@@H]1CC=NN1C(=O)N1CCN(CC1)C1=NC=C(C(=N1)C1=CC(=NN1C)C)F (S)-(5-(3,5-difluorophenyl)-4,5-dihydro-1H-pyrazol-1-yl)(4-(4-(1,3-dimethyl-1H-pyrazol-5-yl)-5-fluoropyrimidin-2-yl)piperazin-1-yl)methanone